6-methoxypyridin-2-yl-propionic acid COC1=CC=CC(=N1)C(C(=O)O)C